CS(=O)(=O)C=1C=C(CN2CC3=CC=CC=C3C2)C=CC1OCC1CCN(CC1)S(=O)(=O)C1COC1 2-(3-(methylsulfonyl)-4-((1-(oxetan-3-ylsulfonyl)piperidin-4-yl)methoxy)benzyl)isoindoline